1-[(3aR,9bR)-7-[(2,6-dichlorophenyl)methoxy]-9b-(4-fluorobenzenesulfonyl)-1H,2H,3H,3aH,4H,5H,9bH-benzo[e]indol-3-yl]-2-methanesulfonylethan-1-one ClC1=C(C(=CC=C1)Cl)COC1=CC2=C([C@@]3(CCN([C@@H]3CC2)C(CS(=O)(=O)C)=O)S(=O)(=O)C2=CC=C(C=C2)F)C=C1